OCC1COC2(C1)CCN(CC2)C2=CC=C(C=C2)C2C(NC(CC2)=O)=O 3-(4-(3-(hydroxymethyl)-1-oxa-8-azaspiro[4.5]decan-8-yl)phenyl)piperidine-2,6-dione